ClC=1C=C(C=CC1F)NC(=O)C1=C(N=CN1C)C1CC2CC(CC2C1)(O)C=1C=NN(C1C(F)(F)F)CC N-(3-Chloro-4-fluorophenyl)-4-(5-(1-ethyl-5-(trifluoromethyl)-1H-pyrazol-4-yl)-5-hydroxyoctahydropentalen-2-yl)-1-methyl-1H-imidazole-5-carboxamide